5-amino-8-(2,6-dimethyl-4-pyridinyl)-2-[2-(4-methylpiperazin-1-yl)ethyl]-7-phenyl-[1,2,4]triazolo[4,3-c]pyrimidin-3-one NC1=NC(=C(C=2N1C(N(N2)CCN2CCN(CC2)C)=O)C2=CC(=NC(=C2)C)C)C2=CC=CC=C2